OC1=CC=C(C=C2C(NC(NC2=O)=S)=O)C=C1 5-(4-Hydroxybenzylidene)-2-thioxodihydropyrimidine-4,6(1H,5H)-dione